4-(5-(3,5-dimethylisoxazol-4-yl)-1-tosyl-1H-pyrrolo[2,3-b]pyridin-3-yl)-2,2-dimethylbut-3-ynoic acid methyl ester COC(C(C#CC1=CN(C2=NC=C(C=C21)C=2C(=NOC2C)C)S(=O)(=O)C2=CC=C(C)C=C2)(C)C)=O